ClC=1C=C2C=C(NC2=CC1C1=NC(=C(C=C1)OC)F)CNC(=O)C1(OCC1)C N-{[5-chloro-6-(6-fluoro-5-methoxy-2-pyridyl)-2-indolyl]methyl}-2-methyl-2-oxetanecarboxamide